FC(C(=O)N[C@H]1C(O)O[C@@H]([C@@H]([C@@H]1O)O)CO)(F)F N-triFluoroacetylgalactosamine